C(CC1=CC=CC=C1)OP(=O)(C1=CC=CC=C1)C1=CC=CC=C1 diphenyl-phosphinic acid phenethyl ester